NC1=CC=NC=C1C(=O)Cl 4-Aminonicotinoyl chloride